FC(C(=O)O)(F)F.ClC1=CC(=CS1)NC1=NC=C(C(=N1)NC=1C=C(C=CC1F)NC(C=C)=O)C1=CC=C(C=C1)C(F)(F)F N-(3-((2-((5-chlorothiophen-3-yl)amino)-5-(4-(trifluoromethyl)phenyl)pyrimidin-4-yl)amino)-4-fluorophenyl)acrylamide trifluoroacetate